trans-N-[8-amino-6-(5-amino-4-methylpyridin-3-yl)isoquinolin-3-yl]-2-(cyanomethyl)cyclopropane-1-carboxamide NC=1C=C(C=C2C=C(N=CC12)NC(=O)[C@H]1[C@@H](C1)CC#N)C=1C=NC=C(C1C)N